[N+](#[C-])CC=1C=NC=CC1 3-(ISOCYANOMETHYL)PYRIDINE